C(C)(=O)N1CCC(CC1)N(C(=O)Cl)C1=C(C=CC=C1)C(C)C (1-acetylpiperidin-4-yl)(2-isopropylphenyl)carbamic chloride